ClC1=NC(=CC(=N1)N1[C@@]2(CO[C@H](C1)C2)C(O)([2H])[2H])Cl ((1S,4R)-5-(2,6-dichloropyrimidin-4-yl)-2-oxa-5-azabicyclo[2.2.1]hept-4-yl)methan-d2-ol